2-((S)-2-(2-hydroxyphenyl)-4,5-dihydrothiazol-4-yl)-3-methylthiazolidine-4-carboxylic acid OC1=C(C=CC=C1)C=1SC[C@H](N1)C1SCC(N1C)C(=O)O